3,4,5-trimethoxybenzoic anhydride COC=1C=C(C(=O)OC(C2=CC(=C(C(=C2)OC)OC)OC)=O)C=C(C1OC)OC